N-[4-[4-(cyclopropylmethyl)piperazin-1-yl]cyclohexyl]-4-[[(7R)-7-ethyl-5-methyl-6-oxo-8-prop-2-yl-7H-pteridin-2-yl]amino]-3-methoxybenzamide C1(CC1)CN1CCN(CC1)C1CCC(CC1)NC(C1=CC(=C(C=C1)NC1=NC=2N([C@@H](C(N(C2C=N1)C)=O)CC)C(C)C)OC)=O